ICCCCCCOCCOCCNC(OC(C)(C)C)=O tert-butyl (2-(2-((6-iodohexyl)oxy)ethoxy)ethyl)carbamate